CC([O-])C.CC([O-])C.CC([O-])C.[Li+].[Li+].[Li+] lithium triisopropoxide